N-(6-amino-5-methylpyridin-3-yl)-2-(5-methyl-2-(1H-Thieno[3,2-c]Pyrazol-5-yl)piperidin-1-yl)-2-oxoacetamide NC1=C(C=C(C=N1)NC(C(=O)N1C(CCC(C1)C)C1=CC=2NN=CC2S1)=O)C